ClCCNC(=O)NCC(F)F (2-chloroethyl)-3-(2,2-difluoroethyl)urea